(R)-N-(1-(3-(4-methoxyphenyl)-2,6-dimethylimidazo[1,2-b]pyridazin-8-yl)pyrrolidin-3-yl)cyclohexanecarboxamide COC1=CC=C(C=C1)C1=C(N=C2N1N=C(C=C2N2C[C@@H](CC2)NC(=O)C2CCCCC2)C)C